COC(\C(=C/N(C)C)\C(C1=C(C=CC=C1)Cl)=O)=O (Z)-2-(2-chlorobenzoyl)-3-(dimethylamino)acrylic acid methyl ester